N,N-bis(4-methoxybenzyl)-1-(2-((tetrahydro-2H-pyran-2-yl)oxy)ethyl)-1H-pyrazole-3-sulfonamide COC1=CC=C(CN(S(=O)(=O)C2=NN(C=C2)CCOC2OCCCC2)CC2=CC=C(C=C2)OC)C=C1